C(C)(C)(C)OC(=O)N[C@@H](CC1=CC=CC=C1)C(=O)N[C@H](CC1=CN(C2=CC=CC=C12)C)C(=O)O Nα-((tert-butoxycarbonyl)-L-phenylalanyl)-1-methyl-D-tryptophan